(E)-4-((E)-(4-(1H-imidazol-1-yl)-2-methylbenzylidene)hydrazono)-7-chloro-1,4-dihydroquinoline N1(C=NC=C1)C1=CC(=C(\C=N\N=C\2/C=CNC3=CC(=CC=C23)Cl)C=C1)C